CC(C)C(C)=CC[C@@H](C)[C@H]1CC[C@H]2C3=CC[C@H]4C[C@H](CC[C@]4(C)[C@H]3CC[C@]12C)O (3beta,5alpha)-Ergosta-7,23-dien-3-ol